N1CCC(CC1)N1C=NC=2C=NC=CC21 1-(piperidin-4-yl)-1H-imidazo[4,5-c]pyridin